NC=1C=C(C=CC1)C(O)C=1C=NN(C1)C(C)OCC (3-aminophenyl)(1-(1-ethoxyethyl)-1H-pyrazol-4-yl)methanol